2-((1,2-benzoxazol-3-ylacetyl)amino)-2-(4-methoxyphenyl)-N-(4-(trimethylsilyl)phenyl)acetamide methyl-1-(4-bromo-2,6-dimethylbenzyl)piperidine-4-carboxylate COC(=O)C1CCN(CC1)CC1=C(C=C(C=C1C)Br)C.O1N=C(C2=C1C=CC=C2)CC(=O)NC(C(=O)NC2=CC=C(C=C2)[Si](C)(C)C)C2=CC=C(C=C2)OC